ClC1=C(C=C2C=C(N=CC2=C1)NC(=O)C1C(C1)C(C)(C)O)C1CCN(CC1)[C@]1(COCC1)C N-(7-chloro-6-(1-(3R-methyltetrahydrofuran-3-yl)piperidin-4-yl)isoquinolin-3-yl)-2-(2-hydroxypropan-2-yl)cyclopropane-1-carboxamide